[Fe].N1=CC=CC=2CCCCC12 5,6,7-trihydroquinoline iron